C[NH+](CCCCCCCCCCCCCCCCCC)CCCCCCCCCCCCCCCCCC.FC1=C(C(=C(C(=C1OB([O-])[O-])F)F)F)F.C[NH+](CCCCCCCCCCCCCCCCCC)CCCCCCCCCCCCCCCCCC (pentafluorophenyl)boric acid-methyldioctadecyl-ammonium salt